methyl 3-((tert-butoxycarbonyl) ((4-methoxy-3,5-dimethylpyridin-2-yl) methyl) amino)-2-methylbenzoate C(C)(C)(C)OC(=O)N(C=1C(=C(C(=O)OC)C=CC1)C)CC1=NC=C(C(=C1C)OC)C